C(C)(C)(C)OC(NC12CC(C1)(C2)NC(COC2=CC(=C(C=C2)Cl)Cl)=O)=O (3-(2-(3,4-dichlorophenoxy)acetamido)bicyclo[1.1.1]pent-1-yl)carbamic acid tert-butyl ester